C(C)(C)(C)OC(=O)N1CCC(CC1)C(CCO)(CCO)O 4-(1,3,5-Trihydroxypentan-3-yl)piperidine-1-carboxylic acid tert-butyl ester